ClC1=CC=C(C=C1)C(CCCC(=O)NN)=O 5-(4-chlorophenyl)-5-oxopentanhydrazide